Ethyl-Hexandiol C(C)C(CCCCC)(O)O